FC(C1=NC=NC=C1C1(CC1)C(=O)NC(C(=O)O)CCN(CCCCC1=NC=2NCCCC2C=C1)CC(CF)OC)F 2-[[1-[4-(difluoromethyl)pyrimidin-5-yl]cyclopropanecarbonyl]amino]-4-[[3-fluoro-2-methoxy-propyl]-[4-(5,6,7,8-tetrahydro-1,8-naphthyridin-2-yl)butyl]amino]butanoic acid